7-(4-chlorophenyl)-4-(3-methoxypropoxy)-2,2-dimethyl-11-oxo-1,2,7,11-tetrahydrobenzofuro[4,5-e]pyrido[1,2-c][1,3]oxazine-10-carboxylic acid ClC1=CC=C(C=C1)C1OC2=C(C=3N1C=C(C(C3)=O)C(=O)O)C=3CC(OC3C(=C2)OCCCOC)(C)C